CO[Si](CCCSC1(CCC(CC1)=C(C)C)C)(OC)OC trimethoxy(3-((1-methyl-4-(propan-2-ylidene)cyclohexyl)thio)propyl)silane